2-[[4-[4-(hydroxymethyl)-1-piperidinyl]-6-[N-methyl-N-(3-pyridylmethyl)amino]-2-pyrimidinyl]amino]-4-methyl-5-thiazolecarboxylic acid ethyl ester C(C)OC(=O)C1=C(N=C(S1)NC1=NC(=CC(=N1)N1CCC(CC1)CO)N(CC=1C=NC=CC1)C)C